N1(CCC1)CCNC=1N=C(N=NC1C(C)C1=CC=C(C=C1)F)C N-(2-(azetidin-1-yl)ethyl)-6-(1-(4-fluorophenyl)ethyl)-3-methyl-1,2,4-triazin-5-amine